2-(2-pentoxyethoxy)ethanol C(CCCC)OCCOCCO